COP(OC)(=O)OP(=O)(O)O.S1C=2C(=CC1)N=C1C2SC=C1 pyrrolo[3,2-b:4,5-b']dithiophene dimethyl-diphosphate